methyl 3-(4-methoxy-3-(trifluoromethoxy) phenyl)-3-oxopropionate COC1=C(C=C(C=C1)C(CC(=O)OC)=O)OC(F)(F)F